FC1=CC=C(C=C1)N1N=CC2=C1C=C1CCN(C[C@]1(C2)[C@@H](O)N2CC=C(C=C2)OC)S(=O)(=O)C2=CC(=C(C(=C2)F)F)F |&1:20| (R)-(1-(4-fluorophenyl)-6-((3,4,5-trifluorophenyl)sulfonyl)-4,4a,5,6,7,8-hexahydro-1H-pyrazolo[3,4-g]isoquinolin-4a-yl)(4-methoxypyridin-1-yl)-(R/S)-methanol